1,4-dicyanato-2,3-dimethylbenzene O(C#N)C1=C(C(=C(C=C1)OC#N)C)C